BrC1=C(C(=CC=C1)Cl)N1C=2N(C3=C(C1=O)C=NC(=N3)NC3=CC(=C(C=C3)N3CCC(CC3)N(C)C)Cl)CCN2 6-(2-Bromo-6-chlorophenyl)-2-((3-chloro-4-(4-(dimethylamino)piperidin-1-yl)phenyl)amino)-8,9-dihydroimidazo[1,2-a]pyrimido[5,4-e]pyrimidin-5(6H)-one